Cl.N1CC(CC1)N1CC2=CC=CC(=C2CC1)OC1=CC=C(C=C1)C(F)(F)F 2-(pyrrolidin-3-yl)-5-(4-(trifluoromethyl)phenoxy)-1,2,3,4-tetrahydroisoquinoline hydrochloride